ClC=1C=CC(=C(C1)C1=CC(N(C=C1OC)[C@H](C(=O)NC=1C=CC(=NC1)C(=O)N)CC1=CC=CC=C1)=O)N1N=NC(=C1)C(F)(F)F (S)-5-(2-(4-(5-chloro-2-(4-(trifluoromethyl)-1H-1,2,3-triazol-1-yl)phenyl)-5-methoxy-2-oxopyridin-1(2H)-yl)-3-phenylpropionamido)picolinamide